C(/C)=C\1/CCC2=CC(=CC(=C12)B1OC(C(O1)(C)C)(C)C)OCOC (E)-2-(3-ethylidene-6-(methoxymethoxy)-2,3-dihydro-1H-inden-4-yl)-4,4,5,5-tetramethyl-1,3,2-dioxaborolane